COC=1C=C(C=CC1OC)CCNC [2-(3,4-dimethoxyphenyl)-ethyl]methylamin